(2S)-N-((S)-7,8-Dichloro-1,6-dimethyl-2-oxo-1,2,3,4,5,6-hexahydroazepino[4,5-b]indol-10-yl)-2-hydroxypropanamide ClC1=C(C=C(C=2C3=C(N(C12)C)CCNC([C@H]3C)=O)NC([C@H](C)O)=O)Cl